bis-(triethoxysilyl-propyl)amine C(C)O[Si](OCC)(OCC)CCCNCCC[Si](OCC)(OCC)OCC